4-(4-aminophenyl)piperazine-1-carboxylic acid methyl ester COC(=O)N1CCN(CC1)C1=CC=C(C=C1)N